(R)-7-(5-chloro-3-fluoro-pyridin-2-yl)-4-(1-(4-chlorophenyl)ethyl)-4,7-diazaspiro[2.5]octane-5,8-dione ClC=1C=C(C(=NC1)N1CC(N(C2(CC2)C1=O)[C@H](C)C1=CC=C(C=C1)Cl)=O)F